[4-[6-(4-benzyloxy-3,3-difluoro-butyl)pyrrolo[2,1-f][1,2,4]triazin-4-yl]-2-fluoro-phenyl]methanamine TFA salt OC(=O)C(F)(F)F.C(C1=CC=CC=C1)OCC(CCC=1C=C2C(=NC=NN2C1)C1=CC(=C(C=C1)CN)F)(F)F